N,N'-methylene-bismorpholine C(N1CCOCC1)N1CCOCC1